Cl.C(C)OCC1(CCCC1)CNC 1-[1-(ethoxymethyl)cyclopentyl]-N-methylmethanamine hydrochloride